[C@H]1(CCCC2=CC=CC=C12)N |r| (R/S)-(+/-)-1,2,3,4-tetrahydronaphthylamine